BrC=1C=C2C(=NC1)N=C(O2)C=2C(=C(C=C(C2)F)NC(C2=C(C(=CC=C2)F)Cl)=O)C N-(3-(6-bromooxazolo[4,5-b]pyridin-2-yl)-5-fluoro-2-methylphenyl)-2-chloro-3-fluorobenzamide